O=C1CC[C@@H](N1C(=O)OC(C)C(C)(C)C)C(=O)[O-] (tert-butyl)2-ethyl (R)-5-oxopyrrolidine-1,2-dicarboxylate